N-[(3-aminophenyl)methyl]-5-(6-ethoxypyrazin-2-yl)-1,3-thiazole-2-carboxamide hydrochloride Cl.NC=1C=C(C=CC1)CNC(=O)C=1SC(=CN1)C1=NC(=CN=C1)OCC